C(CC(C)C)N(C1CNCCC1)C 3-(isopentyl(methyl)amino)piperidin